BrC=1C=CC(=NC1)N1CCC(CC1)C1=CC=C(C=C1)OCCN1CCCCC1 5-bromo-2-(4-(4-(2-(piperidin-1-yl)ethoxy)phenyl)piperidin-1-yl)pyridine